2,4-bis(2-hydroxy-4-[2-ethylhexyloxy]phenyl)-6-(4-methoxyphenyl)-1,3,5-triazine OC1=C(C=CC(=C1)OCC(CCCC)CC)C1=NC(=NC(=N1)C1=C(C=C(C=C1)OCC(CCCC)CC)O)C1=CC=C(C=C1)OC